COC1=C(C(=CC(=C1)OC)CCCCC)S(=O)(=O)Cl 2,4-dimethoxy-6-pentyl-benzenesulfonyl chloride